N-(2-cyanopyridin-4-yl)-1,1,1-trifluoromethanesulfonamide C(#N)C1=NC=CC(=C1)NS(=O)(=O)C(F)(F)F